Pyrazine-2-carboxylic acid [3-(5-pyridin-3-yl-[1,3,4]oxadiazol-2-yl)-adamantan-1-yl]-amide N1=CC(=CC=C1)C1=NN=C(O1)C12CC3(CC(CC(C1)C3)C2)NC(=O)C2=NC=CN=C2